FC=1C=C(C(NC1)=O)C(COC)C=1C=CC(=C(C1)NC([C@H](C1CCC(CC1)F)NC(OCC1=CC=CC=C1)=O)=O)O Benzyl ((1S)-2-((5-(1-(5-fluoro-2-oxo-1,2-dihydropyridin-3-yl)-2-methoxyethyl)-2-hydroxyphenyl)amino)-1-((1r,4S)-4-fluorocyclohexyl)-2-oxoethyl)carbamate